ClC=1N=NC(=CC1)COC1=C(C=C(C(=C1)C)Cl)C1CCC1 3-Chloro-6-(4-chloro-2-cyclobutyl-5-methyl-phenoxymethyl)-pyridazine